Trans-2-(4-chlorophenyl)-N-((R)-1-(5-(trifluoromethyl)pyridin-3-yl)pyrrolidin-3-yl)cyclopropane-1-carboxyamide ClC1=CC=C(C=C1)[C@H]1[C@@H](C1)CC(=O)N[C@H]1CN(CC1)C=1C=NC=C(C1)C(F)(F)F